C(=O)(OCC1C2=CC=CC=C2C2=CC=CC=C12)N[C@@H](CCS)C(=O)O Fmoc-homocysteine